3-(3-Chloro-4-nitrophenyl)-N-(pyridin-4-yl)-2-(trifluoromethyl)oxazolidin-5-carboxamid ClC=1C=C(C=CC1[N+](=O)[O-])N1C(OC(C1)C(=O)NC1=CC=NC=C1)C(F)(F)F